C1N(CCC2=CC=CC=C12)C[C@H](CN1C(C2=CC=C(C=C2CC1)N1C[C@H](O[C@H](C1)C)C)=O)O 2-[(2R)-3-(3,4-Dihydro-1H-isochinolin-2-yl)-2-hydroxy-propyl]-6-[(2R,6S)-2,6-dimethylmorpholin-4-yl]-3,4-dihydroisochinolin-1-on